3-(1'-((1,3-dihydroisobenzofuran-4-yl)methyl)-6-oxo-6,8-dihydro-2H,7H-spiro[furo[2,3-e]isoindole-3,4'-piperidin]-7-yl)piperidine-2,6-dione C1OCC2=C(C=CC=C12)CN1CCC2(CC1)COC1=C3CN(C(C3=CC=C12)=O)C1C(NC(CC1)=O)=O